C(C)(C)(C)C1=CC=C(C=C1)N1C2=NC=CN2C=2C=NC3=CC=C(C=C3C12)C=1C=NC2=CC=CC=C2C1 16-(4-tert-butylphenyl)-4-(quinolin-3-yl)-8,11,14,16-tetraazatetracyclo[8.6.0.02,7.011,15]-hexadec-1(10),2,4,6,8,12,14-heptaene